Imidazo[2,1-b]Thiazole-3-carbohydrazide S1C=2N(C(=C1)C(=O)NN)C=CN2